C1=CC=CC=2C3=CC=CC=C3C(C12)COC(=O)N[C@H](C(=O)O)CC1=C(C=CC(=C1)Cl)F (S)-2-((((9H-fluoren-9-yl)methoxy)carbonyl)amino)-3-(5-chloro-2-fluorophenyl)propanoic acid